N1C(=NC=C1)CC1=NC2=CC=CC=C2N=C1CC=1NC=CN1 2,3-di(1-imidazolylmethyl)quinoxaline